tert-butyl 6-amino-3,3-dimethyl-indoline-1-carboxylate NC1=CC=C2C(CN(C2=C1)C(=O)OC(C)(C)C)(C)C